The molecule is 1-[3-(Piperidin-1-yl)propyl]-1,3-dihydro-2H-benzimidazol-2-one in which the 4-position of the piperidine ring is substituted by a 5-chloro-1,3-dihydro-2H-benzimidazol-2-on-1-yl group. A dopamine antagonist, it is used as an antiemetic for the short-term treatment of nausea and vomiting, and to control gastrointestinal effects of dopaminergic drugs given in the management of parkinsonism. The free base is used in oral suspensions, while the maleate salt is used in tablet preparations. It has a role as an antiemetic and a dopaminergic antagonist. It is a member of benzimidazoles and a heteroarylpiperidine. C1CN(CCC1N2C3=C(C=C(C=C3)Cl)NC2=O)CCCN4C5=CC=CC=C5NC4=O